(3R)-3-(4-chlorophenyl)-2-[(5-chloropyrimidin-2-yl)methyl]-4-fluoro-6-[1-(4-fluoro-1-methylpiperidin-4-yl)-1-hydroxypropyl]-3-[cis-3-hydroxycyclobutoxy]-2,3-dihydro-1H-isoindol-1-one ClC1=CC=C(C=C1)[C@@]1(N(C(C2=CC(=CC(=C12)F)C(CC)(O)C1(CCN(CC1)C)F)=O)CC1=NC=C(C=N1)Cl)O[C@@H]1C[C@@H](C1)O